ClC1=CC=C(C=C1)C1CN(C1)C=1N=C(C2=C(N1)CCCS2(=O)=O)NC2=CC=C1C=CNC(C1=C2)=O 7-((2-(3-(4-chlorophenyl)azetidin-1-yl)-5,5-dioxo-7,8-dihydro-6H-thiopyrano[3,2-d]pyrimidin-4-yl)amino)isoquinolin-1(2H)-one